O=C1NC(CCC1N1C(N(C2=C1C=CC(=C2)C2CCN(CC2)CCN(C(OC(C)(C)C)=O)C)C)=O)=O tert-butyl N-[2-[4-[1-(2,6-dioxo-3-piperidyl)-3-methyl-2-oxo-benzimidazol-5-yl]-1-piperidyl]ethyl]-N-methyl-carbamate